C1(CCC1)CN1C(N(CC12CCC(CC2)(C2=CC=CC=C2)N(C)C)C=2C=NC(=CC2C)C(F)(F)F)=O 1-(cyclobutyl-methyl)-8-dimethylamino-3-[4-methyl-6-(trifluoromethyl)-pyridin-3-yl]-8-phenyl-1,3-diazaspiro[4.5]decan-2-one